9-(4-(1H-pyrazol-1-yl)benzyl)-2-(4-fluoro-2-isopropylphenyl)-7-methyl-7,9-dihydro-8H-purin-8-one N1(N=CC=C1)C1=CC=C(CN2C3=NC(=NC=C3N(C2=O)C)C2=C(C=C(C=C2)F)C(C)C)C=C1